2-(5-methylhexahydropyrrolo[3,4-c]pyrrol-2(1H)-yl)-5-oxo-5H-benzo[4',5']thiazolo[3',2':1,6]pyrido[2,3-b]pyrazine-6-carboxylic acid CN1CC2C(C1)CN(C2)C2=CN=C1C(=N2)N2C(=C(C1=O)C(=O)O)SC1=C2C=CC=C1